FC=1C=C(CN2N=C(N=C2)C(=O)N[C@@H]2C(N(C=3N(CC2)N=C(C3)[C@@H]3C(C3)(F)F)C)=O)C=CC1F 1-(3,4-difluorobenzyl)-N-((S)-2-((R)-2,2-difluorocyclopropyl)-4-methyl-5-oxo-5,6,7,8-tetrahydro-4H-pyrazolo[1,5-a][1,3]diazepin-6-yl)-1H-1,2,4-triazole-3-carboxamide